bromo-4-hydroxy-5-[1-methyl-5-(trifluoromethyl)pyrazol-3-yl]benzonitrile BrC1=C(C#N)C=C(C(=C1)O)C1=NN(C(=C1)C(F)(F)F)C